FC1=C(C=CC=C1)C=1C=C2CCN(C(C2=CC1)=O)C=1C=CC(=C(C1)NS(=O)(=O)C)OCOCCOC N-(5-(6-(2-fluorophenyl)-1-oxo-3,4-dihydroisoquinolin-2(1H)-yl)-2-((2-methoxyethoxy)methoxy)phenyl)methanesulfonamide